2,2'-Azobis(2-methylethanol) N(=NC(CO)C)C(CO)C